5-methoxy-4-oxo-1,4-dihydropyridine-2-carbaldehyde COC=1C(C=C(NC1)C=O)=O